N1=NC=CC2=C1C=NC=C2 pyrido[3,4-c]pyridazin